BrC1=C(C=C(C=C1)C1=NC=CC=C1C)Cl (4-bromo-3-chlorophenyl)-3-methylpyridin